FC1=C(C=C(C=C1)OC=1C(=C2C=CNC2=CC1F)C=C)C=1NC(=CN1)CO (2-(2-fluoro-5-((6-fluoro-4-vinyl-1H-indol-5-yl)oxy)phenyl)-1H-imidazol-5-yl)methanol